CCCCCCCCCCCCCC(=O)O[C@H](COC(=O)CCCCCCCCC/C=C\CCCCCCCCCC)COP(=O)([O-])OCC[N+](C)(C)C 1-(11Z-docosenoyl)-2-tetradecanoyl-glycero-3-phosphocholine